C(#N)CCOCCC#N bis(2-cyanoethyl)ether